5,12,18-trihydroxyeicosa-6,8,10,14,16-pentaenoic acid isopropyl ester C(C)(C)OC(CCCC(C=CC=CC=CC(CC=CC=CC(CC)O)O)O)=O